BrCC(=O)C1(CC1)OC 2-bromo-1-(1-methoxycyclopropyl)ethan-1-one